(S)-5-methoxy-tryptamine COC1=CC=C2NC=C(CCN)C2=C1